C(CC(=C)C)C1=NC(=C2NC=NC2=N1)N 2-isopentenyladenine